3-decanoyloxytetradecanoic acid C(CCCCCCCCC)(=O)OC(CC(=O)O)CCCCCCCCCCC